C[SiH](C)[Hf](C1C(=CC2=CC=CC=C12)C1=CC=CC=C1)C=1C(C2=CC=CC=C2C1C)C dimethylsilyl(1,3-dimethyl-inden-2-yl)(2-phenyl-inden-1-yl)hafnium